C1(CC1)C1C/C(/C=2NC(=C(C21)C(=O)O)C)=C\2/C(NC1=CC=C(C=C21)F)=O (Z)-4-Cyclopropyl-6-(5-fluoro-2-oxoindole-3-ylidene)-2-methyl-1,4,5,6-tetrahydrocyclopenta[b]pyrrole-3-carboxylic acid